(S)-1-(4-(2-(1H-indazol-1-yl)ethyl)piperazin-1-yl)-2-(2,4-difluorophenyl)-3-(1H-1,2,4-triazol-1-yl)propan-2-ol N1(N=CC2=CC=CC=C12)CCN1CCN(CC1)C[C@@](CN1N=CN=C1)(O)C1=C(C=C(C=C1)F)F